BrC=1C(=C(C=CC1)NC(C1=NC=C(C=C1)CO)=O)C N-(3-Bromo-2-methylphenyl)-5-(hydroxymethyl)picolinamide